C[C@@]1(C(NC(CC1)=O)=O)N1C(C2=CC=CC(=C2C1=O)OCC(=O)OC(C)(C)C)=O tert-butyl (R)-2-((2-(3-methyl-2,6-dioxopiperidin-3-yl)-1,3-dioxoisoindolin-4-yl)oxy)acetate